3-CHLORO-2-METHYLPYRIDINE-4-CARBOXALDEHYDE ClC=1C(=NC=CC1C=O)C